C(CCC)C1=NC=2C(=C3C(=NC2N)C=C(S3)C3CCN(CC3)CCOCCOCCOCCOCCOC)N1CC1CCNCC1 2-butyl-1-(hexahydropyridin-4-ylmethyl)-7-[1-(2,5,8,11,14-pentaoxahexadecan-16-yl)hexahydropyridin-4-yl]thieno[3,2-b]imidazo[4,5-d]pyridine-4-amine